C(C)N1C2=NC(=NC(=C2N=C1)N1CCOCC1)N1N=C(C(=C1)C=1C=C(C=CC1)C)OC 4-(9-ethyl-2-(3-methoxy-4-(m-tolyl)-1H-pyrazol-1-yl)-9H-purin-6-yl)morpholine